ClC=1C(=NC(=NC1)C(=O)N[C@@H]1C(N(C2=C(OC1)C=C(C=N2)Cl)C)=O)C2CNCCO2 5-chloro-N-((S)-8-chloro-5-methyl-4-oxo-2,3,4,5-tetrahydropyrido[3,2-b][1,4]oxazepin-3-yl)-4-(morpholin-2-yl)pyrimidine-2-carboxamide